C(#C)C1=C2C(=CC(=CC2=CC=C1F)O)C1=C(C=2N=C(N=C(C2C=N1)N1CCCC1)OC[C@]12CCCN2C[C@@H](C1)F)F 5-ethynyl-6-fluoro-4-[8-fluoro-2-{[(2R,7aS)-2-fluorotetrahydro-1H-pyrrolizin-7a(5H)-yl]methoxy}-4-(pyrrolidin-1-yl)pyrido[4,3-d]pyrimidin-7-yl]naphthalen-2-ol